endo-{8-[(3S)-3-(acetylamino)-3-(3-fluorophenyl)propyl]-8-azabicyclo[3.2.1]oct-3-yl}-2-methyl-4,5,6,7-tetrahydro-1H-imidazo[4,5-c]pyridine-5-carboxylate C(C)(=O)N[C@@H](CCN1C2CC(CC1CC2)OC(=O)N2CC1=C(CC2)NC(=N1)C)C1=CC(=CC=C1)F